CC(CO)CC(CC(CC(CCCCO)O)C)C 2,4,6-trimethyl-1,8,12-dodecanetriol